SC=CC(=O)O.SC=CC(=O)O.SC=CC(=O)O.OC(CC)(O)O trihydroxypropane tris(3-mercaptoacrylate)